CS(=O)(=O)N1CCC(CC1)C=1C=2N(C(=C(N1)C=1C=NNC1)OCCC)N=C(N2)N (1-(methylsulfonyl)piperidin-4-yl)-5-propoxy-6-(1H-pyrazol-4-yl)-[1,2,4]triazolo[1,5-a]pyrazin-2-amine